t-butyl propargylate C(C#C)(=O)OC(C)(C)C